FC(C1=CC(=CC(=C1)OC1=CC(=CC=C1)N)OC1=CC(=CC=C1)N)(F)F 1-trifluoromethyl-3,5-bis(3-aminophenoxy)benzene